NC1=NC=C(C2=C1C(=NN2C)C2=CC(=C(C=C2)NS(=O)(=O)C(F)F)OCC2=CC=C(C=C2)F)C=2C=NN(C2)C N-(4-(4-amino-1-methyl-7-(1-methyl-1H-pyrazol-4-yl)-1H-pyrazolo[4,3-c]pyridin-3-yl)-2-((4-fluoro-benzyl)oxy)phenyl)-1,1-difluoromethane-sulfonamide